FC(OC=1C=2N(C=CC1)N=C(C2)[C@H]2N(CCC1=C2N=CN1)C(=O)C=1OC(=NN1)C=1C=NN(C1)C(F)(F)F)F (S)-(4-(4-(difluoromethoxy)pyrazolo[1,5-a]pyridin-2-yl)-6,7-dihydro-1H-imidazo[4,5-c]pyridin-5(4H)-yl)(5-(1-(trifluoromethyl)-1H-pyrazol-4-yl)-1,3,4-oxadiazol-2-yl)methanone